2,4-bis([1,1'-biphenyl]-4-yl)-6-tert-butoxy-1,3,5-triazine C1(=CC=C(C=C1)C1=NC(=NC(=N1)C1=CC=C(C=C1)C1=CC=CC=C1)OC(C)(C)C)C1=CC=CC=C1